C(C)(C)(C)OC(=O)N[C@H](C(=O)OCC#N)CC=1SC=C(N1)C=1SC=C(N1)C1=NC(=CC=C1)C(N)=O cyanomethyl (S)-2-((tert-butoxycarbonyl)amino)-3-(4-(6-carbamoylpyridin-2-yl)-[2,4'-bithiazol]-2'-yl)propanoate